(3aR,4R,6aR)-4-(4-aminopyrrolo[2,1-f][1,2,4]triazin-7-yl)-6-(((tert-butyldiphenylsilyl)oxy)methyl)-2,2-dimethyltetrahydrofurano[3,4-d][1,3]dioxole-4-carbonitrile NC1=NC=NN2C1=CC=C2[C@@]2(OC([C@H]1OC(O[C@H]12)(C)C)CO[Si](C1=CC=CC=C1)(C1=CC=CC=C1)C(C)(C)C)C#N